(11R)-5,11,26-trimethyl-16-[(4-methylpiperazin-1-yl)methyl]-4,5,13,20,22,27-hexazapentacyclo[22.3.1.02,6.013,21.014,19]octacosa-1(27),2(6),3,14(19),15,17,20,24(28),25-nonaen-23-one CN1N=CC=2C3=NC(=CC(C(NC4=NC=5C=CC(=CC5N4C[C@@H](CCCCC12)C)CN1CCN(CC1)C)=O)=C3)C